2-fluoro-6-(methoxyl-methoxy)benzonitrile FC1=C(C#N)C(=CC=C1)OCOC